FC1=CC=C(OCCCB2OC(C(O2)(C)C)(C)C)C=C1 (R)-3-(4-fluorophenoxy)-1-(4,4,5,5-tetramethyl-1,3,2-dioxaborolan-2-yl)propan